BrC=1C=C2CC(CC2=CC1)(C=1N=C2N(C=CC=C2)C1)NCC1(CC1)CNC(OC(C)(C)C)=O tert-butyl ((1-(((5-bromo-2-(imidazo[1,2-a]pyridin-2-yl)-2,3-dihydro-1H-inden-2-yl)amino)methyl)cyclopropyl)-methyl)carbamate